(1R,7R,8R,9R,10R,11S,12R,Z)-8-amino-7-methyl-13-oxa-2-thiabicyclo[7.3.1]tridec-5-ene-10,11,12-triol N[C@@H]1[C@@H](\C=C/CCS[C@@H]2[C@@H]([C@H]([C@H]([C@@H]1O2)O)O)O)C